3-(4-(((4-(((adamantan-1-yl)amino)methyl)thiazol-2-yl)(methyl)amino)methyl)-3-methyl-2-oxo-2,3-dihydro-1H-benzo[d]imidazol-1-yl)piperidine-2,6-dione C12(CC3CC(CC(C1)C3)C2)NCC=2N=C(SC2)N(C)CC2=CC=CC=3N(C(N(C32)C)=O)C3C(NC(CC3)=O)=O